O[C@@H]1[C@H](O[C@H]([C@@H]1O)N1C2=NC(=NC(=C2N=C1)NC([2H])([2H])[2H])C=1C=NC=C(C1)C(F)(F)F)C(=O)NC([2H])([2H])[2H] (2S,3S,4R,5R)-3,4-dihydroxyl-N-(methyl-d3)-5-(6-((methyl-d3)-amino)-2-(5-(trifluoromethyl)pyridin-3-yl)-9H-purin-9-yl)tetrahydrofuran-2-carboxamide